C=CC1=CC=C(C=C1)S(=O)(=O)O 4-STYRENESULFONIC ACID